C1(CC1)COC=1C=C(C=C(C1)OC)[C@@H](C)NC(=O)C=1C=C(C=CC1C)N1C[C@H]2CC[C@@H](C1)N2C(=O)OC(C)(C)C tert-butyl (1R,5S)-3-[3-[[(1R)-1-[3-(cyclopropylmethoxy)-5-methoxy-phenyl]ethyl]carbamoyl]-4-methyl-phenyl]-3,8-diazabicyclo[3.2.1]octane-8-carboxylate